5-(2,6-dimethylmorpholine-4-carbonyl)benzo[d]thiazole-2-carbaldehyde CC1CN(CC(O1)C)C(=O)C=1C=CC2=C(N=C(S2)C=O)C1